C12(CC3CC(CC(C1)C3)C2)C(C)N=C=O 1-(adamantan-1-yl)ethyl isocyanate